(2S,3R)-2-amino-3-(1H-indol-3-yl)butanoic acid N[C@H](C(=O)O)[C@H](C)C1=CNC2=CC=CC=C12